N-(3-(Benzyloxy)-2,6-dimethylphenyl)-4-bromo-1-(2-fluoroethyl)-3-(trifluoromethyl)-1H-pyrazol-5-amine C(C1=CC=CC=C1)OC=1C(=C(C(=CC1)C)NC1=C(C(=NN1CCF)C(F)(F)F)Br)C